3,3-dimethyl-1-oxaspiro[4.5]dec-7-en-8-yl trifluoromethanesulfonate FC(S(=O)(=O)OC1=CCC2(CC(CO2)(C)C)CC1)(F)F